n-Octacosan CCCCCCCCCCCCCCCCCCCCCCCCCCCC